COC1=CC=CC=2C=3N(C(=NC12)N)N=C(C3)CC3=CC(=CC=C3)N3CCOCC3 7-methoxy-2-(3-morpholinobenzyl)pyrazolo[1,5-c]quinazolin-5-amine